(3-aminophenyl)-N-(5-fluoropyrimidin-2-yl)imidazole NC=1C=C(C=CC1)C=1N(C=CN1)C1=NC=C(C=N1)F